1-(methyl-L-alanyl-L-alanyl)-5-phenylpyrrolidine-2-carboxamide CN[C@@H](C)C(=O)N[C@@H](C)C(=O)N1C(CCC1C1=CC=CC=C1)C(=O)N